tert-butyl 1-[[6-chloro-8-(methoxycarbonyl)pyrido[3,2-d]pyrimidin-4-yl]amino]-3-azabicyclo[3.1.0]hexane-3-carboxylate ClC=1C=C(C=2N=CN=C(C2N1)NC12CN(CC2C1)C(=O)OC(C)(C)C)C(=O)OC